FC=1C=CC=C2C=CC(=CC12)C=1NC(C=2N(C1)N=C(C2)C(=O)O)=O 6-(8-fluoro-2-naphthyl)-4-oxo-4,5-dihydropyrazolo[1,5-a]-pyrazine-2-carboxylic acid